C1(=C2N(C=N1)CCC2)C(C(NC=2SC=CN2)=O)N2CC1=C(C=C(C=C1C2=O)C2=CC=C(C=C2)C2CCN(CC2)C(=O)OC(C)(C)C)F tert-butyl 4-(4-(2-(1-(6,7-dihydro-5H-pyrrolo[1,2-c]imidazol-1-yl)-2-oxo-2-(thiazol-2-ylamino)ethyl)-7-fluoro-3-oxoisoindolin-5-yl)phenyl)piperidine-1-carboxylate